N1(CCCCC1)C(=O)O piperidine-1-Formic acid